CNC1=C(C=C(C=C1)[N+](=O)[O-])NC(C)=O N-(2-(methylamino)-5-nitrophenyl)acetamide